(1S,2S)-2-(1H-pyrazol-4-yl)cyclopropanecarboxylic acid ethyl ester C(C)OC(=O)[C@@H]1[C@H](C1)C=1C=NNC1